C=1NC=C2C=NC=CC21 2H-pyrrolo[3,4-c]pyridine